8-fluoro-3-(3-(4-(4-fluorobenzyl)piperidin-1-yl)-3-oxopropyl)-3,5-dihydro-4H-pyrimido[5,4-b]indol-4-one FC1=CC=2C3=C(NC2C=C1)C(N(C=N3)CCC(=O)N3CCC(CC3)CC3=CC=C(C=C3)F)=O